(2R,3R,E)-1-(3,4,5-trimethoxyphenyl)-4-(3-(N-hydroxyacrylamido)-4-methoxyphenyl)-3-methylazetidin-2-one COC=1C=C(C=C(C1OC)OC)N1C([C@@H](C1C1=CC(=C(C=C1)OC)N(C(C=C)=O)O)C)=O